N[C@H](C(=O)OC)CCNC(CCCCC1=NC=2NCCCC2C=C1)=O methyl (2S)-2-amino-4-[5-(5,6,7,8-tetrahydro-1,8-naphthyridin-2-yl)pentanoylamino]butanoate